4,4'-(propane-2,2-diyl)bis(2-(pent-4-ene-1-yl)cyclopentane-1-carboxylic acid) CC(C)(C1CC(C(C1)C(=O)O)CCCC=C)C1CC(C(C1)C(=O)O)CCCC=C